diphenyl (2,4,6-trichlorophenyl) dithiophosphate P(=S)(SC1=CC=CC=C1)(OC1=CC=CC=C1)OC1=C(C=C(C=C1Cl)Cl)Cl